4-[(2-chloro-6-fluorophenyl)methyl]-5-(cycloheptylmethyl)-2-methyl-2,4-dihydro-3H-1,2,4-triazol-3-one ClC1=C(C(=CC=C1)F)CN1C(N(N=C1CC1CCCCCC1)C)=O